N-((3R)-7-(3,8-diazabicyclo[3.2.1]octan-3-yl)-5,6-difluorochroman-3-yl)-3-amino-6-methylthieno[2,3-b]pyridine-2-carboxamide C12CN(CC(CC1)N2)C2=C(C(=C1C[C@H](COC1=C2)NC(=O)C2=C(C=1C(=NC(=CC1)C)S2)N)F)F